3,3,7-trichloro-2-oxoindoline-5-sulfonamide ClC1(C(NC2=C(C=C(C=C12)S(=O)(=O)N)Cl)=O)Cl